OCC1=CC=C(C=C1)B(O)O [4-(hydroxymethyl)-phenyl]Boronic acid